(1S,4S) or (1R,4R)-6-chloro-N-(1-cyclopropyl-5-methyl-1H-pyrazol-4-yl)-7-[2-(oxetan-3-yl)-2-azabicyclo[2.2.1]heptan-5-yl]quinazolin-2-amine ClC=1C=C2C=NC(=NC2=CC1C1[C@H]2CN([C@@H](C1)C2)C2COC2)NC=2C=NN(C2C)C2CC2 |o1:12,15|